methyl (2-(5'-fluoro-3-isopropyl-1'-(4-oxopentanoyl)-1H,1'H-[4,6'-biindazol]-1-yl)acetyl)glycylglycinate FC=1C=C2C=NN(C2=CC1C=1C=2C(=NN(C2C=CC1)CC(=O)NCC(=O)NCC(=O)OC)C(C)C)C(CCC(C)=O)=O